2-{[(5-cyclopropyl-3-methylimidazol-4-yl)methyl]sulfanyl}-3H,5H,6H,7H-cyclopenta[d]pyrimidin-4-one trifluoroacetate salt FC(C(=O)O)(F)F.C1(CC1)C1=C(N(C=N1)C)CSC=1NC(C2=C(N1)CCC2)=O